ClC1=CC=C(C=C1)N1C=CC=C1 1-(4-chlorophenyl)-pyrrole